C(C)OC(=O)C=1C(=NC(=C(C1OCC1=CC=CC=C1)C)C)Cl 4-benzyloxy-2-chloro-5,6-dimethyl-pyridine-3-carboxylic acid ethyl ester